C(CCCCCC(=O)OC(CCCCCC=C)CCCCCC=C)(=O)OCC(COC(CCCN1CCCC1)=O)COC(CCCCCC(OC(CCCCCC=C)CCCCCC=C)=O)=O 1-[2-({[7-Oxo-7-(pentadeca-1,14-dien-8-yloxy)heptanoyl]oxy}methyl)-3-{[4-(pyrrolidin-1-yl)butanoyl]oxy}propyl] 7-pentadeca-1,14-dien-8-yl heptanedioate